N1,N2-dibenzylethane-1,2-diamine C(C1=CC=CC=C1)NCCNCC1=CC=CC=C1